Tert-butyl (2-methoxy-4,6-dimethylpyridin-3-yl)methylcarbamate COC1=NC(=CC(=C1CNC(OC(C)(C)C)=O)C)C